C(N)(=O)C1=CC(=C(C=C1)C1=CC(=CC(=C1)O)CN1[C@H](COCC1)C(=O)N[C@@H](C)C1=CC(=C(C(=O)OC)C=C1)O)C methyl 4-((S)-1-((R)-4-((4'-carbamoyl-5-hydroxy-2'-methyl-[1,1'-biphenyl]-3-yl)methyl) morpholine-3-carboxamido)ethyl)-2-hydroxybenzoate